tert-butyl (S)-(2-(4-(5-((4-amino-2-(sec-butoxy)imidazo[2,1-f][1,2,4]triazin-7-yl)methyl)-3-methylpyridin-2-yl)piperazin-1-yl)-2-oxoethyl)(methyl)carbamate NC1=NC(=NN2C1=NC=C2CC=2C=C(C(=NC2)N2CCN(CC2)C(CN(C(OC(C)(C)C)=O)C)=O)C)O[C@@H](C)CC